FC=1C=NC=CC1C=1C2=CN(N=C2C(=CC1)OC(F)F)C1CC1 4-(3-fluoropyridin-4-yl)-2-cyclopropyl-7-(difluoromethoxy)-2H-indazole